CN(CCN(C1=C(C=C(C(=C1)OC)NC1=NC=CC(=N1)C1=CN(C2=CC(=CC=C12)C#C[Si](C)(C)C)C)[N+](=O)[O-])C)C N1-(2-(dimethylamino)ethyl)-5-methoxy-N1-methyl-N4-(4-(1-methyl-6-((trimethylsilyl)ethynyl)-1H-indol-3-yl)pyrimidin-2-yl)-2-nitrobenzene-1,4-diamine